C(C)C=1C=C(C(=O)O)C=CC1F 3-ethyl-4-fluorobenzoic acid